[O-2].[Er+3].[O-2].[O-2].[Er+3] erbium oxid